indolyl-3-acryloylglycine C1=CC=C2C(=C1)C(=CN2)/C=C/C(=O)NCC(=O)O